C(#N)C=1C=C2C(=NC1)N(N=C2)C2=CC(=CCN2C2CCC(CC2)C(CN2CCN(CC2)C2=CC=C(C=C2)C2C(NC(CC2)=O)=O)(F)F)NC2CC2 6-(5-cyanopyrazolo[3,4-b]pyridin-1-yl)-4-(cyclopropylamino)-N-[4-[2-[4-[4-(2,6-dioxo-3-piperidyl)phenyl]piperazin-1-yl]-1,1-difluoro-ethyl]cyclohexyl]pyridine